bisbiguanide hydrochloride Cl.NC(=N)NC(=N)N.NC(=N)NC(=N)N